Cl.C(C)OC([C@H](NCC1=C(C=C(C(=C1)Br)OCC=1C(=C(C=CC1)C1=CC=CC=C1)Br)OCC1=CC=2C(=NON2)C=C1)CO)=O (2-(benzo[c][1,2,5]oxadiazol-5-ylmethoxy)-4-((2-bromo-[1,1'-biphenyl]-3-yl)methoxy)-5-bromobenzyl)-D-serine ethyl ester hydrochloride